(R)-N-(5-(difluoromethoxy)-1H-pyrazol-3-yl)-1-(1-(4-fluoropyridin-2-yl)ethyl)-1H-pyrazolo[3,4-b]pyrazin-6-amine FC(OC1=CC(=NN1)NC1=CN=C2C(=N1)N(N=C2)[C@H](C)C2=NC=CC(=C2)F)F